[Cl-].C(CCCCCCCCCCC)[N+](CC(=O)[O-])(C)C.[Na+] sodium 2-(dodecyldimethylazaniumyl)acetate chloride